azidoformyl-oxysilane N(=[N+]=[N-])C(=O)O[SiH3]